FC1=C2C(=NC=3N(C2=CC=C1)C(=NN3)C)N3CCCC1=C(C=CC=C31)C#CC(C)(C)C=3OC=CN3 2-(4-(1-(6-fluoro-1-methyl-[1,2,4]triazolo[4,3-a]quinazolin-5-yl)-1,2,3,4-tetrahydroquinolin-5-yl)-2-methylbut-3-yn-2-yl)oxazole